C(C1=CC=CC=C1)N1CCC(=C(C1)Br)CC 1-benzyl-5-bromo-4-ethyl-3,6-dihydro-2H-pyridine